2-hydroxyethyl-methanesulfonamide OCCCS(=O)(=O)N